N-(2-oxo-2-(4-(5-(trifluoromethyl)-1,2,4-oxadiazol-3-yl)phenyl)ethyl)pivalamide O=C(CNC(C(C)(C)C)=O)C1=CC=C(C=C1)C1=NOC(=N1)C(F)(F)F